C(CCC)(=O)C1=CC(=C(C=N1)C=1C(N(C2=CC(=NC=C2C1)NC(=O)[C@H]1[C@H](C1)F)C)=O)C (1S,2S)-N-(3-(6-butyryl-4-methylpyridin-3-yl)-1-methyl-2-oxo-1,2-dihydro-1,6-naphthyridin-7-yl)-2-fluorocyclopropane-1-carboxamide